3-[4-[[1-[2-(2,4-Difluorophenyl)-2-hydroxy-3-(1,2,4-triazol-1-yl)propyl]triazol-4-yl]methoxy]phenyl]-1-(4-methoxyphenyl)prop-2-en-1-one FC1=C(C=CC(=C1)F)C(CN1N=NC(=C1)COC1=CC=C(C=C1)C=CC(=O)C1=CC=C(C=C1)OC)(CN1N=CN=C1)O